C(C1=CC=CC=C1)NC(C[N+](C)(C)CC(=O)NC1=C(SC=C1C)C(=O)OC)=O 2-(benzylamino)-N-(2-((2-(methoxycarbonyl)-4-methylthiophen-3-yl)amino)-2-oxoethyl)-N,N-dimethyl-2-oxoethan-1-aminium